OC1(CCN(CC1)C(=O)OC(C)(C)C)CN1C=NC2=CC(=CC=C2C1=O)[N+](=O)[O-] tert-butyl 4-hydroxy-4-((7-nitro-4-oxoquinazolin-3(4H)-yl)methyl)piperidine-1-carboxylate